NC1=C2N=CN(C2=NC=N1)C[C@@H](C)OCP(OCCCSCCCCCCCCCCCC1=CC=C(C=C1)S(F)(F)(F)(F)F)(O)=O 3-((11-(4-(pentafluoro-λ6-sulfanyl)phenyl)undecyl)thio)propyl hydrogen ((((R)-1-(6-amino-9H-purin-9-yl)propan-2-yl)oxy)methyl)phosphonate